C(C1=CC=CC=C1)S(=O)(=NC=1N=C2N(C=CC(=C2)C2=NOC(=N2)C(F)(F)F)C1)C benzyl(methyl)((7-(5-(trifluoromethyl)-1,2,4-oxadiazol-3-yl)imidazo[1,2-a]pyridin-2-yl)imino)-λ6-sulfanone